ClC=1C(=C(C(=CC1)C(F)F)C1=CN=C(C(=N1)C(=O)NC=1C=NN(C1)[C@@H](C)C1=C(C=C(C=C1)N1C([C@@H]2C[C@@H]2C1)=O)C)C)F |o1:24| 6-(3-chloro-6-(difluoromethyl)-2-fluorophenyl)-3-methyl-N-(1-((S or R)-1-(2-methyl-4-((1R,5S)-2-oxo-3-azabicyclo[3.1.0]hex-3-yl)phenyl)ethyl)-1H-pyrazol-4-yl)pyrazine-2-carboxamide